tert-butyl 4-((5-(trifluoromethyl)pyridin-3-yl)oxy)piperidine-1-carboxylate FC(C=1C=C(C=NC1)OC1CCN(CC1)C(=O)OC(C)(C)C)(F)F